2-(5-Chloropyridin-2-yl)-1-(4-(5-(7-(1-methyl-1H-pyrazol-4-yl)quinazolin-5-yl)pyridin-2-yl)piperazin-1-yl)ethan-1-one ClC=1C=CC(=NC1)CC(=O)N1CCN(CC1)C1=NC=C(C=C1)C1=C2C=NC=NC2=CC(=C1)C=1C=NN(C1)C